COCC1(CCC(CC1)C=1C(=NN2C1CN(CC2)C(C(C)(C)O)=O)CN(CCNC)C)COC 1-(3-(4,4-bis(methoxy-methyl)cyclohexyl)-2-((methyl(2-(methylamino)-ethyl)amino)methyl)-6,7-dihydropyrazolo[1,5-a]-pyrazin-5(4H)-yl)-2-hydroxy-2-methylpropan-1-one